Cl.NC1=CN(C2=C1C(N(C=C2)CC2CC2)=O)C 3-Amino-5-(cyclopropylmethyl)-1-methyl-1,5-dihydro-4H-pyrrolo[3,2-c]pyridin-4-one hydrochloride